C(#N)C1=CC=C(C=C1)C1=CC=C(C=C1)OCCCCCC 4'-cyano-4-hexyloxybiphenyl